amino-2-(3,5-dichloro-4-((2'-oxospiro[cyclopropane-1,3'-indolin]-5'-yl)oxy)phenyl)-1,2,4-triazine-3,5(2H,4H)-dione NN1C(N(N=CC1=O)C1=CC(=C(C(=C1)Cl)OC=1C=C2C3(C(NC2=CC1)=O)CC3)Cl)=O